tert-butyl (S)-6-phenyl-4-azaspiro[2.4]heptane-4-carboxylate tert-butyl-6-phenyl-4-azaspiro[2.4]heptane-4-carboxylate C(C)(C)(C)OC(=O)N1C2(CC2)CC(C1)C1=CC=CC=C1.C1(=CC=CC=C1)[C@H]1CN(C2(CC2)C1)C(=O)OC(C)(C)C